OC[C@H](C1=NC=CC=C1)NC(=O)C=1C=2C[C@@H]3[C@H](C2N(N1)C1=C(C=C(C=C1)F)F)C3 (1aR,5aR)-2-(2,4-Difluoro-phenyl)-1a,2,5,5a-tetrahydro-1H-2,3-diaza-cyclopropa[a]pentalene-4-carboxylic acid ((S)-2-hydroxy-1-pyridin-2-yl-ethyl)-amide